C[N+]1=CN(C=C1)S(=O)(=O)C=1C=NN(C1)C1=NC=CC(=C1)C(F)(F)F 3-methyl-1-((1-(4-(trifluoromethyl)pyridin-2-yl)-1H-pyrazol-4-yl)sulfonyl)-1H-imidazol-3-ium